N-(1-isopropyl-1H-pyrazol-4-yl)-4-(3-phenylisooxazolidin-2-yl)-5-(trifluoromethyl)pyrimidin-2-amine C(C)(C)N1N=CC(=C1)NC1=NC=C(C(=N1)N1OCCC1C1=CC=CC=C1)C(F)(F)F